ClCC(=O)NC=1C(=NC=CC1)C1=CC(=CC=C1)C(F)(F)F 2-chloro-N-(2-(3-(trifluoromethyl)phenyl)pyridin-3-yl)acetamide